FC1([C@@H]([C@H](CCC1)OC=1C=C2CN(C(C2=CC1)=O)C1C(NC(CC1)=O)=O)N1CC(C1)C1CCN(CC1)C(=O)C1C(C1)C)F 3-(5-(((1S,2R)-3,3-difluoro-2-(3-(1-(2-methylcyclopropane-1-carbonyl)piperidin-4-yl)azetidin-1-yl)cyclohex-yl)oxy)-1-oxoisoindolin-2-yl)piperidine-2,6-dione